2-methylamino-1,3,5-triazine-4,6-dithiol CNC1=NC(=NC(=N1)S)S